C1(CCCC1)C1=C(C(=O)N)C=CC(=C1)N1C=CC=2C1=NC(=CN2)C2=CC=CC=C2 2-cyclopentyl-4-(3-phenylpyrrolo[2,3-b]pyrazine-5-yl)benzamide